ClC1=C(C(=CC(=C1)Cl)C)NC1=C(C=C(C=C1)CC)CC(=O)O 2-[(2,4-dichloro-6-methylphenyl)amino]-5-ethyl-benzeneacetic acid